N-(quinolin-6-yl)acetamide N1=CC=CC2=CC(=CC=C12)NC(C)=O